C\C(=C/CCC1OCC(O1)CCC(=O)C1=CC=CC=C1)\CCCC(C)C (E-Z)-3-(2-(4,8-dimethylnon-3-en-1-yl)-1,3-dioxolan-4-yl)-1-phenylpropan-1-one